C(#N)C1=CC=C(C=N1)N(CCC1OCC2(CN(C2)C(=O)OC(C)(C)C)CO1)CC1=CC=C(C=C1)C1CC1 tert-butyl 7-(2-((6-cyanopyridin-3-yl)(4-cyclopropylbenzyl)amino)ethyl)-6,8-dioxa-2-azaspiro[3.5]nonane-2-carboxylate